3-(1-methyl-6-(3-(piperazin-1-yl)pyrrolidin-1-yl)-1H-indazol-3-yl)piperidine-2,6-dione CN1N=C(C2=CC=C(C=C12)N1CC(CC1)N1CCNCC1)C1C(NC(CC1)=O)=O